C1(=CC=CC=C1)C=1C(N(N=CC1)CCCCN1CC(CCC1)C1=CC=CC=C1)=O 4-phenyl-2-(4-(3-phenylpiperidin-1-yl)butyl)pyridazin-3(2H)-one